CC1CCC=2N(C1)C(=NC2)C(=O)[O-].[Li+] lithium 6-methyl-5,6,7,8-tetrahydroimidazo[1,5-a]pyridine-3-carboxylate